FC=1C=C(C=C(C1)F)C1(CC1)NC(OC(C)(C)C)=O tert-butyl (1-(3,5-difluorophenyl)cyclopropyl)carbamate